C(C)(C)(C)[Si](OC[C@H](C(F)F)O)(C)C (2R)-3-[tert-butyl-(dimethyl)silyl]oxy-1,1-difluoro-propan-2-ol